ClC=1C=C(C=C(C1)Cl)C=1OC2=C(N1)C=CC(=C2)C(=O)O 2-(3,5-dichlorophenyl)-6-benzoxazoleformic acid